2-(1-(fluoromethyl)-2-oxabicyclo[2.1.1]hex-4-yl)-6-isopropoxy-2H-pyrazolo[3,4-b]pyridine-5-carboxylic acid FCC12OCC(C1)(C2)N2N=C1N=C(C(=CC1=C2)C(=O)O)OC(C)C